ClC1=C(OC=2C=CC(=C(C2)S(=O)(=O)NC2(CC2)C(=O)N)OC)C(=CC(=C1)N1N=C(C(NC1=O)=O)C(F)F)Cl 1-[[5-[2,6-dichloro-4-[6-(difluoromethyl)-3,5-dioxo-1,2,4-triazin-2-yl]phenoxy]-2-methoxy-phenyl]sulfonylamino]cyclopropanecarboxamide